C/C(/C=O)=C\CC (e)-2-methylpent-2-enal